FC1=C(C=C(C=C1)NC(=O)NC1=CC(=CC=C1)F)C(=O)C=1C=C2N=CC=NC2=CC1 1-(4-fluoro-3-(quinoxaline-6-carbonyl)phenyl)-3-(3-fluorophenyl)Urea